CC(C)NC(C(=O)O)CC 2-(PROPAN-2-YLAMINO)BUTANOIC ACID